F[C@@H]1C[C@H](N(C1)C(CCC=1C=NC=CC1)=O)C(=O)N[C@H](C1=CC=C(C=C1)C(C)C)C1=CC=CC=C1 (2S,4R)-4-fluoro-N-[(S)-phenyl[4-(propan-2-yl)phenyl]methyl]-1-[3-(pyridin-3-yl)propanoyl]pyrrolidine-2-carboxamide